4-(3-(2-amino-[1,2,4]triazolo[1,5-a]pyridin-7-yl)-2,6-difluorophenoxy)-2,2-difluoro-1-(5-fluoropyridin-2-yl)butan-1-ol NC1=NN2C(C=C(C=C2)C=2C(=C(OCCC(C(O)C3=NC=C(C=C3)F)(F)F)C(=CC2)F)F)=N1